N-[4-(morpholin-4-yl)phenyl]-4-{2-[(piperidin-3-yl)amino]-5-(trifluoromethyl)pyrimidin-4-yl}-1H-pyrrol-2-carboxamide N1(CCOCC1)C1=CC=C(C=C1)NC(=O)C=1NC=C(C1)C1=NC(=NC=C1C(F)(F)F)NC1CNCCC1